1-[2-methoxyacetamido](2E,4E,6E,8E,10E,12E,14E,16Z,18E)-4,8,13,17-tetramethyleicosane COCC(=O)NCCCC(CCCC(CCCCC(CCCC(CCC)C)C)C)C